NCC1=NNC(C2=CC=C(C=C12)C=1C=NN(C1C1=C(C(=C2CCCOC2=C1C#N)Cl)F)C)=O (M)-7-(4-(4-(aminomethyl)-1-oxo-1,2-dihydrophthalazin-6-yl)-1-methyl-1H-pyrazol-5-yl)-5-chloro-6-fluorochroman-8-carbonitrile